3',4'-dichloro-N-{[(4R)-4-cyclopropyl-2,5-dioxoimidazolidin-4-yl]methyl}-4-fluoro[1,1'-biphenyl]-2-carboxamide ClC=1C=C(C=CC1Cl)C=1C(=CC(=CC1)F)C(=O)NC[C@]1(NC(NC1=O)=O)C1CC1